cis-9-trans-12-tetradecadienol C=C\C=C/CCCCCCCC(CC)O